chloro-N5-(4'-cyclopropyl-[1,1'-biphenyl]-3-yl)-N5-methyl-[1,2,4]triazolo[4,3-a]quinazoline-5,8-diamine ClC1=NN=C2N1C1=CC(=CC=C1C(=N2)N(C)C=2C=C(C=CC2)C2=CC=C(C=C2)C2CC2)N